[1,2,3]Triazole-5-carboxamide N1N=NC=C1C(=O)N